NC1=C(C2=C(S1)CC(CC2)NC(OC(C)(C)C)=O)C=2SC1=C(C=NC=C1)N2 tert-butyl (2-amino-3-(thiazolo[4,5-c]pyridin-2-yl)-4,5,6,7-tetrahydrobenzo[b]-thiophen-6-yl)carbamate